10Z-Heptadecenal C(C=CCCCCCCCCCCCCCC)=O